5-fluoro-8-(4-fluorophenyl)-9-(1H-indazolyl)-8,9-dihydro-2H-pyrido[4,3,2-de]phthalazin-3(7H)-one FC=1C=C2C=3C(=NNC(C3C1)=O)C(C(N2)C2=CC=C(C=C2)F)N2N=CC1=CC=CC=C21